NC(CC(CC(=O)OCC)(C)C)=O ethyl 5-amino-3,3-dimethyl-5-oxopentanoate